(2S,3S)-ethyl 3-((2-(2-chloro-5H-pyrrolo[2,3-b]pyrazin-7-yl)-5-fluoro-6-(pyridin-2-yl)pyrimidin-4-yl)amino)bicyclo[2.2.2]octane-2-carboxylate ClC=1N=C2C(=NC1)NC=C2C2=NC(=C(C(=N2)N[C@@H]2[C@H](C1CCC2CC1)C(=O)OCC)F)C1=NC=CC=C1